ClC=1C(=NC(=NC1)NC1=CC(=C(C=C1OC(C)C)C1CCN(CC1)CC=1C=C2C(N(C(C2=CC1)=O)C1C(NC(CC1)=O)=O)=O)C)NC1=C(C=CC=C1)S(=O)(=O)C(C)C 5-((4-(4-((5-chloro-4-((2-(isopropylsulfonyl)phenyl)amino)pyrimidin-2-yl)amino)-5-isopropoxy-2-methylphenyl)piperidin-1-yl)methyl)-2-(2,6-dioxopiperidin-3-yl)isoindoline-1,3-dione